(biphenylyl)dibenzoselenophenyl[phenyl-(biphenylyl)triazinyl]biphenyl C1(=C(C=CC=C1)C1=C(C(=C(C=C1)C1=CC=CC=C1)C1=NN=NC(=C1C1=C(C=CC=C1)C1=CC=CC=C1)C1=CC=CC=C1)C1=CC=CC=2[Se]C3=C(C21)C=CC=C3)C3=CC=CC=C3